N-(4-(hydroxymethyl)tetrahydro-2H-pyran-4-yl)-2-methyl-5-((3-(trifluoromethyl)-1H-pyrazol-4-yl)methoxy)benzofuran-3-carboxamide OCC1(CCOCC1)NC(=O)C1=C(OC2=C1C=C(C=C2)OCC=2C(=NNC2)C(F)(F)F)C